C(C1=CC=CC=C1)OC1=CC=2N(C3=C(C=CC=C13)C1=CC(=CC=C1)Cl)C=CN2 5-(benzyloxy)-9-(3-chlorophenyl)imidazo[1,2-a]quinoline